FC1=C(CNC([C@@H](C)NC(OC(C)(C)C)=O)=O)C=CC=C1 Tertbutyl (R)-(1-((2-fluorobenzyl)amino)-1-oxopropan-2-yl)carbamate